N,N-dimethylcarbamic acid 2-isopropyl-5-methylphenyl ester C(C)(C)C1=C(C=C(C=C1)C)OC(N(C)C)=O